NC=1N=C(C2=C(C=NN(C2=O)CC2=CC=C(CN3CCN(CC3)C(=O)OCCCC)C=C2)N1)N[C@H](C)CCC Butyl (R)-4-(4-((2-amino-5-oxo-4-(pentan-2-ylamino)pyrimido[4,5-d]pyridazin-6(5H)-yl)methyl)benzyl)piperazine-1-carboxylate